FC1=CC=C(C=C1)C(CC(=O)NC1(CC1)C1=CC(=CC=C1)OC(F)(F)F)(C)O 3-(4-fluorophenyl)-3-hydroxy-N-(1-(3-(trifluoromethoxy)phenyl)cyclopropyl)butanamide